C1(CC1)N1C=NC2=C1C(=NC(=C2)C2=CC=C1C(=C2)N(C(C12CCNCC2)=O)C2CC(C2)N2C[C@@]1(CC1(F)F)CCC2)NC=2C=CC(=C(C(=O)NC)C2)C 5-((3-Cyclopropyl-6-(1-((1s,3s)-3-(1,1-difluoro-5-azaspiro[2.5]oct-5-yl)cyclobutyl)-2-oxospiro[indolin-3,4'-piperidin]-6-yl)-3H-imidazo[4,5-c]pyridin-4-yl)amino)-N,2-dimethylbenzamide